calcium phosphorylcholine chloride salt [Cl-].P(=O)#C[N+](CCO)(C)C.[Ca]